CN1C(C2=C(C=C1)C(=CN2)C2=C(C=CC=C2)CC2NCC1(CCO1)CC2)=O 6-Methyl-3-(2-(1-oxa-6-azaspiro[3.5]non-7-ylmethyl)phenyl)-1H-pyrrolo[2,3-c]pyridin-7(6H)-one